5-[4-amino-5-(trifluoromethyl)pyrrolo[2,1-f][1,2,4]triazin-7-yl]-N-{1-[(2-bromo-1,3-thiazol-5-yl)methyl]-4-fluoropyrrolidin-3-yl}-2-methoxypyridine-3-carboxamide NC1=NC=NN2C1=C(C=C2C=2C=C(C(=NC2)OC)C(=O)NC2CN(CC2F)CC2=CN=C(S2)Br)C(F)(F)F